7-(Benzyloxy)-2-phenyl-8-(1H-pyrazol-5-yl)-4H-chromen-4-one C(C1=CC=CC=C1)OC1=CC=C2C(C=C(OC2=C1C1=CC=NN1)C1=CC=CC=C1)=O